Cl.CN(C)CC=1C=2C=C3C(=NC2C=CC1O)C1=CC2=C(C(N1C3)=O)COC([C@]2(O)CC)=O (S)-10-((dimethylamino)methyl)-4-ethyl-4,9-dihydroxy-1,12-dihydro-14H-pyrano[3',4':6,7]indolizino[1,2-b]quinoline-3,14(4H)-dione, hydrochloride